methyl 1-(benzyloxy)-6-oxo-1,6-dihydropyridine-2-carboxylate C(C1=CC=CC=C1)ON1C(=CC=CC1=O)C(=O)OC